CC(=CCCC=1C[C@@H](CCC1)C=O)C |r| (±)-3-(4-methyl-3-penten-1-yl)-3-cyclohexene-1-carbaldehyde